C(#N)C1=C(C=CC=C1)C(C(C(F)(F)F)C=1N(C(C(=C(N1)C(=O)NC=1C=NOC1)OC)=O)C)C=1C=NN(C1)C 2-(3-(2-Cyanophenyl)-1,1,1-trifluoro-3-(1-methyl-1H-pyrazol-4-yl)propan-2-yl)-N-(isoxazol-4-yl)-5-methoxy-1-methyl-6-oxo-1,6-dihydropyrimidine-4-carboxamide